CC1=CC2=C(C(=C1C3=C4C(=C(C=C3C)O)C(=O)C5=C(C4=O)C=CC(=C5O)[O-])O)C(=O)C6=C(C2=O)C=CC(=C6O)[O-] The molecule is a phenolate anion that is the dianion of cladofulvin, obtained from the deprotonation of the 6 and 7'-hydroxy groups. Major species at pH 7.3. It is a conjugate base of a cladofulvin.